C1(=CC=C(C=C1)NC(=O)N1C2CCC1CC=1C(=NC=CC12)F)C1=CC=CC=C1 (±)-N-([1,1-biphenyl]-4-yl)-1-fluoro-6,7,8,9-tetrahydro-5H-5,8-epiminocyclohepta[c]-pyridine-10-carboxamide